NC1=NC=C(C=N1)C=1N=C(C=2N(C1)N=C(N2)C(=O)N)N2CCOCC2 6-(2-aminopyrimidin-5-yl)-8-morpholino-[1,2,4]triazolo[1,5-a]pyrazine-2-carboxamide